(S)-4-(3-ethoxy-2-(1H-imidazo[4,5-c]quinolin-1-yl)propyl)phenol C(C)OC[C@H](CC1=CC=C(C=C1)O)N1C=NC=2C=NC=3C=CC=CC3C21